4-(fluoromethylene)-1,3-dimethylpiperidine-3-carboxylic acid methyl ester COC(=O)C1(CN(CCC1=CF)C)C